O=C1N(C(CC1)=O)OC(=O)OC(CNC(OC(C)(C)C)=O)CNC(OC(C)(C)C)=O di-tert-butyl (2-((((2,5-dioxopyrrolidin-1-yl)oxy)carbonyl)oxy)propane-1,3-diyl)dicarbamate